OC1(CCN(CC12CCCC2)C(=O)N2CCC21COCC1)CN1C=NC(=CC1=O)C1=CC=CC=C1 3-((10-Hydroxy-7-(6-oxa-1-azaspiro[3.4]octane-1-carbonyl)-7-azaspiro[4.5]decan-10-yl)methyl)-6-phenylpyrimidin-4(3H)-one